FC=1C=C(C=CC1CO)O 3-fluoro-4-(hydroxymethyl)phenol